O[C@H]1[C@@H](COC1)NC(=O)C=1SC(=CN1)C=1C=NC(=CC1C(F)(F)F)N[C@@H](CC)C(F)(F)F N-((3R,4S)-4-hydroxytetrahydrofuran-3-Yl)-5-(4-(trifluoromethyl)-6-(((1S)-1-(trifluoromethyl)propyl)amino)-3-pyridinyl)thiazole-2-carboxamide